C(C)N(C(=O)C=1C=C2C=C(NC2=C(C1)NC1CCOCC1)C1=CC=CC=C1)CC N,N-diethyl-2-phenyl-7-((tetrahydro-2H-pyran-4-yl)amino)-1H-indole-5-carboxamide